FC1=CC(=C(OC=2C=C(C=C(C2)C)C=2C3=C(C(N(C2)C)=O)NC(=C3)C(=O)NC3CCC(CC3)NC(OC(C)(C)C)=O)C(=C1)C)C tert-butyl ((1r,4r)-4-(4-(3-(4-fluoro-2,6-dimethylphenoxy)-5-methylphenyl)-6-methyl-7-oxo-6,7-dihydro-1H-pyrrolo[2,3-c]pyridine-2-carboxamido)cyclohexyl)carbamate